C(C1=CC=CC=C1)OC1=CC(=NC2=CC=NC(=C12)C=1N(N=C(N1)Cl)C)C1=C(C=C(C(=C1)Cl)C(C)(C)C)C 4-benzyloxy-2-(4-tert-butyl-5-chloro-2-methyl-phenyl)-5-(5-chloro-2-methyl-1,2,4-triazol-3-yl)-1,6-naphthyridine